3-(5-(tert-Butoxycarbonyl)-5H-pyrido[4,3-b]indol-7-yl)propanoic acid C(C)(C)(C)OC(=O)N1C2=C(C=3C=CC(=CC13)CCC(=O)O)C=NC=C2